[C].[Sb]=O antimony oxide carbon